palladium aminopyridine NC1=NC=CC=C1.[Pd]